FC1=CC=C(C=C1)N1N=CC2=CC(=C(C=C12)C)C12C(CN(C1)C(=O)OC(C)(C)C)CC(C2)OC2=CC=CC=C2 tert-butyl 3a-(1-(4-fluorophenyl)-6-methyl-1H-indazol-5-yl)-5-phenoxyhexahydrocyclopenta[c]pyrrole-2(1H)-carboxylate